2-oxo-4-hydroxy-5-ureidoimidazole O=C1N=C(C(=N1)O)NC(=O)N